C(C)(C)(C)OC(=O)N1CC(NCC1)COC1=C2C(=NC(N(C2=CC(=C1Cl)Br)C1=C(C=CC=C1)C(C)C)=O)O 3-(((7-bromo-6-chloro-4-hydroxy-1-(2-isopropylphenyl)-2-oxo-1,2-dihydroquinazolin-5-yl)oxy)methyl)piperazine-1-carboxylic acid tert-butyl ester